FC(CC=1OC2=C(N1)C=CC=C2)(F)F 2-(2,2,2-trifluoroethyl)benzoxazole